(2S,4R)-1-[(2S)-2-[4-[2-(2-amino-2-oxo-ethyl)phenyl]triazol-1-yl]-3,3-dimethyl-butanoyl]-4-hydroxy-N-methyl-pyrrolidine-2-carboxamide NC(CC1=C(C=CC=C1)C=1N=NN(C1)[C@H](C(=O)N1[C@@H](C[C@H](C1)O)C(=O)NC)C(C)(C)C)=O